NC1=C2CCC(C2=CC=2CCCC12)=O 4-amino-3,5,6,7-tetrahydro-s-indacen-1(2H)-one